N-(3-((3-(9H-purin-6-yl)pyridin-2-yl)amino)-4-methylphenyl)-4-chloro-3-methoxybenzamide N1=CN=C2NC=NC2=C1C=1C(=NC=CC1)NC=1C=C(C=CC1C)NC(C1=CC(=C(C=C1)Cl)OC)=O